rac-(7S)-7-tert-butyl-N-[rac-(1R)-3-(4-hydroxypiperidin-1-ium-1-yl)-1-[4-(6-hydroxypyridazin-3-yl)phenyl]propyl]-5,6,7,8-tetrahydrothiazolo[5,4-b]quinoline-2-carboxamide C(C)(C)(C)[C@@H]1CC=2C=C3C(=NC2CC1)SC(=N3)C(=O)N[C@H](CC[NH+]3CCC(CC3)O)C3=CC=C(C=C3)C=3N=NC(=CC3)O |r|